2-((5-((3-(4,4-difluoropiperidin-1-yl)-5-methylphenyl)amino)-4-(6-azaspiro[2.5]oct-6-yl)-1,6-naphthyridin-2-yl)amino)-2-methylpropan-1-ol FC1(CCN(CC1)C=1C=C(C=C(C1)C)NC1=C2C(=CC(=NC2=CC=N1)NC(CO)(C)C)N1CCC2(CC2)CC1)F